C1(=CC(=C(C=C1)C)C)O 3,4-xylenol